1-(3,4-dimethoxyphenyl)-3-[4-(1,1-dioxido-4-oxo-1,2,5-thiadiazolidin-2-yl)-3-fluoro-5-hydroxyphenyl]urea COC=1C=C(C=CC1OC)NC(=O)NC1=CC(=C(C(=C1)O)N1S(NC(C1)=O)(=O)=O)F